6-[bis(3-methoxybenzyl)aminocarbonyloxyethoxyethoxy]pyridine COC=1C=C(CN(C(=O)OCCOCCOC2=CC=CC=N2)CC2=CC(=CC=C2)OC)C=CC1